3-chloro-2-(4-(pyridin-3-yloxy)piperidin-1-yl)aniline Methyl-4-(2-(5-chloro-3-methyl-1H-pyrazol-4-yl)-7-fluoro-4-isopropylquinolin-6-yl)-1-methyl-1H-imidazole-2-carboxylate COC(=O)C=1N(C=C(N1)C=1C=C2C(=CC(=NC2=CC1F)C=1C(=NNC1Cl)C)C(C)C)C.ClC=1C(=C(N)C=CC1)N1CCC(CC1)OC=1C=NC=CC1